BrC1=C(N)C=CC(=C1)C 2-bromo-4-methylaniline